CN(C1=CC=C(C=C1)C1=CC=C(C=C1)O)C 4'-(dimethylamino)-[1,1'-biphenyl]-4-ol